FC1=CC(=C(C=C1)O)[C@@H]1N(C[C@H](C1)F)C=1C=CC=2N(N1)C(=CN2)C2=NC=CC(=N2)CCO 4-fluoro-2-((2R,4S)-4-fluoro-1-(3-(4-(2-hydroxyethyl)pyrimidin-2-yl)imidazo[1,2-b]pyridazin-6-yl)pyrrolidin-2-yl)phenol